C1(CC1)C=1C=C2C(=CC=NC2=CC1OC)OC1=CC=C(C=C1)NC(=O)C1(CC1)C(=O)NC1=CC=C(C=C1)F 1-N-[4-(6-cyclopropyl-7-methoxyquinolin-4-yl)oxyphenyl]-1-N'-(4-fluorophenyl)cyclopropane-1,1-dicarboxamide